N1(C=NC=C1)C=1C=C(CN(C=2SC=C(N2)CCl)CC2=CC(=CC=C2)OC)C=CC1 N-(3-(1H-imidazol-1-yl)benzyl)-4-(chloromethyl)-N-(3-methoxybenzyl)thiazol-2-amine